FC=1C=C(CC=2C=C3C(=NNC3=CC2)NC(C2=C(C=NC=C2)NC2CCNCC2)=O)C=C(C1)F N-(5-(3,5-difluorobenzyl)-1H-indazol-3-yl)-3-(piperidin-4-ylamino)isonicotinamide